C([C@@H]1[C@H]([C@@H]([C@H]([C@H](O1)O[C@@H]2[C@H](O[C@@H]([C@@H]([C@H]2O)O)OP(=O)(O)O)CO)O)O)O)O α-maltose 1-phosphate